CN1C=NC2=C1C=CC=C2 methyl-1H-benzo[d]imidazole